N-(phenylethyl)glycine C1(=CC=CC=C1)CCNCC(=O)O